CN1N=NC(=C1)[C@H]1NCCC2(OCCC3=C2SC(=C3CO)C(F)(F)F)C1 ((2S)-2-(1-methyl-1H-1,2,3-triazol-4-yl)-2'-(trifluoromethyl)-4',5'-dihydrospiro[piperidine-4,7'-thieno[2,3-c]pyran]-3'-yl)methanol